(S)-5-(2-ethoxy-3-pyridinyl)-1-[1-methylpropyl]-N-(1H-pyrazol-3-ylmethyl)pyrazolo[4,3-b]pyridin-7-amine C(C)OC1=NC=CC=C1C1=CC(=C2C(=N1)C=NN2[C@H](CC)C)NCC2=NNC=C2